FC(CC1=CC2=C(S1)[C@@]1(C[C@@H](N(CC1)C[C@H](C(=O)OC)O)C)OCC2)F Methyl (2R)-3-[(2'S,7R)-2-(2,2-difluoroethyl)-2'-methyl-spiro[4,5-dihydrothieno[2,3-c]pyran-7,4'-piperidine]-1'-yl]-2-hydroxy-propanoate